O=C1N(CCC(N1)=O)N1C(C2=CC=C(C=C2C1)CN1CCC(CC1)N1N=C2C=C(C(=CC2=C1)NC(C1=CC(=CC=C1)C(F)(F)F)=O)OC)=O N-(2-(1-((2-(2,4-dioxotetrahydropyrimidin-1(2H)-yl)-1-oxoisoindolin-5-yl)methyl)piperidin-4-yl)-6-methoxy-2H-indazol-5-yl)-3-(trifluoromethyl)benzamide